2-(2-(cyclopropanesulfonylamino)thiazol-4-yl)-N-(4-(3,6-dimethylpyrazin-2-yl)phenyl)-2-methylpropanamide C1(CC1)S(=O)(=O)NC=1SC=C(N1)C(C(=O)NC1=CC=C(C=C1)C1=NC(=CN=C1C)C)(C)C